2-(2-(4-(4-acryloyl-piperazin-1-yl)-6-chloro-quinazolin-7-yl)phenyl)acetonitrile C(C=C)(=O)N1CCN(CC1)C1=NC=NC2=CC(=C(C=C12)Cl)C1=C(C=CC=C1)CC#N